2-(2-(2-hydroxyethoxy)ethoxy)ethyl methacrylate C(C(=C)C)(=O)OCCOCCOCCO